ClC1=CC2=C(C=N1)C1(CN2C2=NC=NC(=C2)C)CC1 6'-chloro-1'-(6-methylpyrimidin-4-yl)-1',2'-dihydrospiro[cyclopropane-1,3'-pyrrolo[3,2-c]pyridine]